C1(CC1)S(=O)(=O)C1=C(C=CC(=C1)NC1=NN(C(=C1)C)C1OCCCC1)C=1SC2=C(CCN(CC2)C(=O)OC(C)(C)C)N1 tert-butyl 2-(2-(cyclopropylsulfonyl)-4-((5-methyl-1-(tetrahydro-2H-pyran-2-yl)-1H-pyrazol-3-yl) amino) phenyl)-7,8-dihydro-4H-thiazolo[4,5-d]azepin-6(5H)-carboxylate